CC(C(=O)OC=1COC=C(C1OC(C(C)(C)C)=O)OC(C(C)(C)C)=O)(C)C 2H-pyran-3,4,5-triyl tris(2,2-dimethylpropanoate)